OCC=1C(=C2C=CC(OC2=CC1)(C)C)OCC(=O)C1=C(C=C(C=C1)OCC)OCC1=CC=CC=C1 2-(6-(hydroxymethyl)-2,2-dimethyl-2H-chromen-5-yloxy)-1-(2-(benzyloxy)-4-ethoxyphenyl)ethanone